(2S,4R)-N-[(S)-(5-cyclopropyl-6-fluoropyridin-2-yl)(phenyl)methyl]-1-{2-[4-(difluoromethyl)-1H-1,2,3-triazol-5-yl]acetyl}-4-fluoropyrrolidine-2-carboxamide C1(CC1)C=1C=CC(=NC1F)[C@@H](NC(=O)[C@H]1N(C[C@@H](C1)F)C(CC1=C(N=NN1)C(F)F)=O)C1=CC=CC=C1